C1(CCC1)NC=1C=CC=2N(N1)C(=CN2)C2=CC=CC(=N2)N[C@H]2CN(C[C@@H]2F)C(=O)OC(C)(C)C tert-butyl (3S,4S)-3-((6-(6-(cyclobutylamino) imidazo[1,2-b]pyridazin-3-yl) pyridin-2-yl) amino)-4-fluoropyrrolidine-1-carboxylate